C[Si](CCOCN1C(C2=CC=3C(NC(C3C=C2C1=O)=O)=O)=O)(C)C 2-((2-(trimethylsilyl)ethoxy)methyl)pyrrolo[3,4-f]isoindole-1,3,5,7(2H,6H)-tetraone